C(C)(C)(C)OC(=O)C1CC2CC(C1)C2.C2=CNC=CN=C2 3,6-diazepine tert-butyl-bicyclo[3.1.1]heptane-3-carboxylate